methyl-(R)-4-(10-methyl-8-oxo-9,10,11,12-tetrahydro-8H-[1,4]diazepino[5',6':4,5]thieno[3,2-f]quinolin-3-yl)-6-vinylpyridazine CC=1N=NC(=CC1C1=NC=2C=CC3=C(C2C=C1)C1=C(S3)C(N[C@@H](CN1)C)=O)C=C